N1(CCNCCC1)C(=O)N 1,4-diazepane-1-carboxamide